8-fluoro-quinazolin-4(3H)-one FC=1C=CC=C2C(NC=NC12)=O